CN(C(CC1=CC=C(C=C1)C1=NC=CC=C1)=O)C=1SC(=C(N1)C)S(N)(=O)=O N-Methyl-N-(4-methyl-5-sulfamoyl-1,3-thiazol-2-yl)-2-[4-(pyridin-2-yl)phenyl]-acetamide